(S)-1-(3-(2-((4-(4-methylpiperazin-1-yl)phenyl)amino)quinazolin-8-yl)piperidin-1-yl)prop-2-en-1-one CN1CCN(CC1)C1=CC=C(C=C1)NC1=NC2=C(C=CC=C2C=N1)[C@H]1CN(CCC1)C(C=C)=O